1-Bromopentan-3-ol BrCCC(CC)O